CSC=1N=CC2=C(N1)N(C(C=C2C#C[Si](C(C)C)(C(C)C)C(C)C)=O)C2CCC(CC2)NC(OC(C)(C)C)=O tert-butyl N-[(1r,4r)-4-[2-(methylsulfanyl)-7-oxo-5-[2-(triisopropylsilyl)ethynyl]pyrido[2,3-d]pyrimidin-8-yl]cyclohexyl]carbamate